5-hydroxybutyl-phenylpropionate OCCCCC=1C=CC=C(C1)OC(CC)=O